C(C=1C(C(=O)[O-])=CC=CC1)(=O)OC(C)COC(C=C)=O acryloyloxy-2-propyl phthalate